mono(ethylhexyl) phosphate P(=O)(OC(CCCCC)CC)([O-])[O-]